CCCCCCCCCCCCCCCC(=O)OC[C@H](COP(=O)([O-])OCC[N+](C)(C)C)OC(=O)CCCC(=O)[O-] The molecule is an ionic phospholipid obtained by deprotonation of the free carboxy group of 2-O-glutaroyl-1-O-palmitoyl-sn-glycero-3-phosphocholine; major species at pH 7.3. It is a conjugate base of a 2-O-glutaroyl-1-O-palmitoyl-sn-glycero-3-phosphocholine.